ClC=1C=C2C(N(C1)C(C(=O)NC1=C(C=CC(=C1)NC1COCC1)C)CC)=NC(=N2)SCC2=CC=C(C=C2)F 2-(6-chloro-2-((4-fluorobenzyl)thio)-4H-imidazo[4,5-b]pyridin-4-yl)-N-(2-methyl-5-((tetrahydrofuran-3-yl)amino)phenyl)butanamide